4,4-bis(((E)-hept-2-en-1-yl)oxy)butanenitrile C(\C=C\CCCC)OC(CCC#N)OC\C=C\CCCC